1-(tert-butyl) 2-methyl (2S,4S)-2-allyl-4-fluoropyrrolidine-1,2-dicarboxylate C(C=C)[C@@]1(N(C[C@H](C1)F)C(=O)OC(C)(C)C)C(=O)OC